CN1CCN(CCC1)CCCC(=O)N 4-(4-methyl-1,4-diazepan-1-yl)butanamide